FC1=C(C(=CC=C1)F)C=1C(=C(N=NC1)C(=O)N)NC1=NC=C(C=C1)N1C(CNCC1)=O (2,6-difluorophenyl)-4-((5-(2-oxopiperazin-1-yl)pyridin-2-yl)amino)pyridazine-3-carboxamide